C(C)(C)(C)C(C(=O)[O-])C(CC)=O.C(C)(C)(C)C(C(=O)[O-])C(CC)=O.C(C)(C)(C)C(C(=O)[O-])C(CC)=O.[Fe+3].FC(=CCCCC1=CC=CC=C1)F (5,5-difluoropent-4-en-1-yl)benzene iron tris(tert-butyl-propionylacetate)